C(=O)(O)OC(=O)O.C(C)(C)OOC(C)C diisopropyl peroxide Dicarbonate